ethan-1-one O-benzyl oxime C(C1=CC=CC=C1)ON=CC